(1R,4S)-2-((S)-2-amino-3,3-dimethylbutanoyl)-4-hydroxy-N-((R)-1-(4-(4-methylthiazol-5-yl)phenyl)ethyl)cyclopentane-1-carboxamide dihydrochloride Cl.Cl.N[C@H](C(=O)C1[C@@H](C[C@H](C1)O)C(=O)N[C@H](C)C1=CC=C(C=C1)C1=C(N=CS1)C)C(C)(C)C